sodium dioxo(trifluoromethyl)-lambda4-sulfanuide O=[S-](C(F)(F)F)=O.[Na+]